C(C=C)[N+](CCC(=O)O)(CC=C)CC=C triallyl(2-carboxyethyl)ammonium